COC(=O)C1CCN(CC1)C(=O)C1=NN(C=C1)C1OCCCC1.CON1CC(C2=CC=CC=C12)(C1=CC=C(C=C1)Cl)C N-methoxy-3-methyl-3-(4-chlorophenyl)indoline methyl-1-(1-(tetrahydro-2H-pyran-2-yl)-1H-pyrazole-3-carbonyl)piperidine-4-carboxylate